C(CCCCCCCCCC)(=O)O[C@@H]1[C@]2(C)[C@@H](CC1)[C@@H]1CCC3=CC(CC[C@]3(C)[C@H]1CC2)=O (17β)-3-Oxoandrost-4-en-17-yl undecanoate